NCCCNC1=C2C3=C(C=NC2=CC=C1)SC1=C(C3=O)C=CC=C1F (3-Aminopropylamino)-8-fluoro-12H-benzothiopyrano[2,3-c]Quinolin-12-one